Cl.COC1=CC=C(CC2(CCNCC2)C#N)C=C1 4-(4-methoxybenzyl)piperidine-4-carbonitrile hydrogen chloride salt